((S)-1-(((S)-4-(cyclopropylamino)-3,4-dioxo-1-((S)-2-oxopyrrolidin-3-yl)butan-2-yl)amino)-4,4-difluoro-1-oxobutan-2-yl)carbamic acid C1(CC1)NC(C([C@H](C[C@H]1C(NCC1)=O)NC([C@H](CC(F)F)NC(O)=O)=O)=O)=O